CC1(OB(OC1(C)C)C1=CC2=C(O[C@H](CN2)CCC(=O)OC)C=C1)C methyl (S)-3-(6-(4,4,5,5-tetramethyl-1,3,2-dioxaborolan-2-yl)-3,4-dihydro-2H-benzo[b][1,4]oxazin-2-yl)propanoate